FC=1C(NC(NC1)=O)=O 5-fluoro-pyrimidine-2,4-dione